The molecule is an amino trisaccharide consisting of two 2-acetamido-2-deoxy-beta-D-glucopyranose residues and a D-galactopyranose residue joined in sequence by (1->4) and (1->2) glycosidic linkages. It is an amino trisaccharide and a member of acetamides. CC(=O)N[C@@H]1[C@H]([C@@H]([C@H](O[C@H]1O[C@@H]2[C@H](O[C@H]([C@@H]([C@H]2O)NC(=O)C)O[C@@H]3[C@H]([C@H]([C@H](OC3O)CO)O)O)CO)CO)O)O